(E)-3-(4-aminophenyl)-1-(4-((6-(2-hydroxy-4-(1H-pyrazol-4-yl)phenyl)pyridazin-3-yl)(methyl)amino)-2,2,6,6-tetramethylpiperidin-1-yl)prop-2-en-1-one NC1=CC=C(C=C1)/C=C/C(=O)N1C(CC(CC1(C)C)N(C)C=1N=NC(=CC1)C1=C(C=C(C=C1)C=1C=NNC1)O)(C)C